C1=CN2C(=C1)C(=NC=N2)Br 4-bromopyrrolo[1,2-f][1,2,4]triazine